2-(1-Methoxyisoquinolin-4-yl)-2-(methylamino)acetic acid tert-butyl ester C(C)(C)(C)OC(C(NC)C1=CN=C(C2=CC=CC=C12)OC)=O